2-(7-((2S,5R)-5-ethyl-2-methylpiperazin-1-yl)-4-methyl-5-oxo-4,5-dihydropyrazolo[1,5-a]pyrimidin-2-yl)acetonitrile C(C)[C@H]1NC[C@@H](N(C1)C1=CC(N(C=2N1N=C(C2)CC#N)C)=O)C